C1(CC1)CNC=1C(=CC=CC1)N N1-(cyclopropylmethyl)benzene-1,2-diamine